6-(cyclohexen-1-yl)-5-[4-[4-[[4-[2-[(3S)-2,6-dioxo-3-piperidyl]-1-oxo-isoindolin-5-yl]piperazin-1-yl]methyl]-1-piperidyl]phenyl]-8,9-dihydro-7H-benzo[7]annulene-2-carboxylic acid C1(=CCCCC1)C1=C(C2=C(CCC1)C=C(C=C2)C(=O)O)C2=CC=C(C=C2)N2CCC(CC2)CN2CCN(CC2)C=2C=C1CN(C(C1=CC2)=O)[C@@H]2C(NC(CC2)=O)=O